The molecule is an acetate ester resulting from the formal condensation of the carboxy group of acetic acid with 1-hydroxy group of nonane-1,3-diol. It is a secondary alcohol and an acetate ester. CCCCCCC(CCOC(=O)C)O